C(=O)=[Ru](=C=O)=C=O tricarbonylruthenium